BrC=1C=C2C(N(C(=NC2=CC1)Cl)C)=O 6-bromo-2-chloro-3-methylquinazolin-4-one